C(C)(C)(C)N1N=C(C(=C1NC1=CC=C(C=N1)OCCCCC(=O)OC(C)(C)C)C(N)=O)C1=CC=C(C=C1)[N+](=O)[O-] tert-butyl 5-[(6-{[1-tert-butyl-4-carbamoyl-3-(4-nitrophenyl)-1H-pyrazol-5-yl]amino}pyridin-3-yl)oxy]pentanoate